N,N-dimethylbutylenediamine CN(CCCCN)C